C(C)(C)(C)N(C(O)=O)C1CC2(C1)CCNCC2.C2(CC2)C2=C(C=CC=N2)S(=O)(=O)C 6-cyclopropyl-5-(methylsulfonyl)pyridin tert-butyl-(7-azaspiro[3.5]nonan-2-yl)carbamat